CC(=CCC/C(=C/CC/C(=C/CC/C=C(/CC/C=C(/CCC=C(C)C)\C)\C)/C)/C)C dehydrosqualene